C(C)(C)(C)OC(NC1=CN=CS1)=O thiazol-5-ylcarbamic acid tert-butyl ester